Ethyl 2-(2-chloro-5-((2-((2-(4-(trifluoromethoxy)phenyl)-1H-benzo[d]imidazol-1-yl)methyl)benzyl)oxy)phenyl)acetate ClC1=C(C=C(C=C1)OCC1=C(C=CC=C1)CN1C(=NC2=C1C=CC=C2)C2=CC=C(C=C2)OC(F)(F)F)CC(=O)OCC